36-(2-(Methylthio)pyrimidin-5-yl)-31-oxo-3,6,9,12,15,18,21,24,27-nonaoxa-30-aza-hexatriacontan CSC1=NC=C(C=N1)CCCCCC(NCCOCCOCCOCCOCCOCCOCCOCCOCCOCC)=O